C(C)(C)(C)OC(=O)N[C@H](C(=O)OC)CI methyl (2R)-2-{[(tert-butoxy) carbonyl] amino}-3-iodopropionate